3-(1-(1-(4-amino-3,3-dimethyl-4-oxobutyl)-1H-pyrazol-4-yl)-6-chloro-2-cyclopropyl-7-fluoro-1H-indol-3-ylsulfanyl)-2-fluorobenzoic acid NC(C(CCN1N=CC(=C1)N1C(=C(C2=CC=C(C(=C12)F)Cl)SC=1C(=C(C(=O)O)C=CC1)F)C1CC1)(C)C)=O